o-methoxycarbonyl-phenyl-diazonium COC(=O)C1=C(C=CC=C1)[N+]#N